(R)-tert-butyl (1-(6-aminoisoquinolin-1-yl)pyrrolidin-3-yl)carbamate NC=1C=C2C=CN=C(C2=CC1)N1C[C@@H](CC1)NC(OC(C)(C)C)=O